FC1=CC=C(C=C1)C(COC)N 1-(4-fluorophenyl)-2-methoxyethan-1-amine